6-(tetrahydro-2H-pyran-4-yl)pyridin-3-amine O1CCC(CC1)C1=CC=C(C=N1)N